tert-butyl (4Z)-4-[2-(methanesulfonyloxy)ethylidene]-3-oxo-2-azabicyclo[3.1.0]hexane-2-carboxylate CS(=O)(=O)OC\C=C\1/C(N(C2CC12)C(=O)OC(C)(C)C)=O